4-Amino-7-bromo-1-(imidazo[3,2-a]pyridin-6-yl)-2-oxo-1,2-dihydroquinoline-3-carboxylic acid methyl ester COC(=O)C=1C(N(C2=CC(=CC=C2C1N)Br)C=1C=CC=2N(C1)C=CN2)=O